BrC=1C2=C(C(=NC1)N)C(=C(S2)C=2CCNCC2)C2=CC(=C(C=C2)OC2=NC=CC(=N2)C)F 7-bromo-3-(3-fluoro-4-((4-methylpyrimidin-2-yl)oxy)phenyl)-2-(1,2,3,6-tetrahydropyridin-4-yl)thieno[3,2-c]pyridin-4-amine